NC1=C(C(=O)O)C=CC(=C1C)C 2-amino-3,4-dimethyl-benzoic acid